8-(1-(2,2-difluoroethyl)-3-methyl-1H-pyrazolo[3,4-d]pyrimidin-6-yl)-1-ethyl-3-(6-(trifluoromethyl)pyridin-3-yl)-1,3,8-triazaspiro[4.5]decane-2,4-dione FC(CN1N=C(C=2C1=NC(=NC2)N2CCC1(C(N(C(N1CC)=O)C=1C=NC(=CC1)C(F)(F)F)=O)CC2)C)F